3-(7-fluoro-1-oxo-4-(piperazin-1-yl)isoindolin-2-yl)piperidine-2,6-dione FC=1C=CC(=C2CN(C(C12)=O)C1C(NC(CC1)=O)=O)N1CCNCC1